1-decyl-1-methyl-1-sila-2-oxacyclohexane C(CCCCCCCCC)[Si]1(OCCCC1)C